sodium (7-oxabicyclo[2.2.1]hept-2-yl) methanesulfonate CS(=O)(=O)OC1C2CCC(C1)O2.[Na]